CC1=C(C(=O)OC(CC(C)(C)C)OS(=O)(=O)ON2[C@@H]3CC[C@H](N(C2=O)C3)C(N)=O)C(=CC=C1)C (((((1R,2S,5R)-2-carbamoyl-7-oxo-1,6-diazabicyclo[3.2.1]oct-6-yl) oxy) sulfonyl) oxy)-3,3-dimethylbutyl 2,6-dimethylbenzoate